12-((2-(2,6-dioxopiperidine-3-yl)-1-oxoisoindol-4-yl)amino)-12-oxododecanoic acid O=C1NC(CCC1N1C(C2=CC=CC(=C2C1)NC(CCCCCCCCCCC(=O)O)=O)=O)=O